C(C)(C)(C)[C@]1([C@@H](CCC12CCN(CC2)C(=O)[O-])[C@H]2N1C(C3=CC=CC=C23)=CN=C1)O.ClCC[N+](C)(C)C Chlorocholin tert-butyl-(1S,2S)-1-hydroxy-2-((R)-5H-imidazo[5,1-a]isoindol-5-yl)-8-azaspiro[4.5]decane-8-carboxylate